5-(4-Cyclopropyl-1H-imidazol-1-yl)-2-fluoro-N-(6-(1-isopropyl-1H-benzo[d]imidazol-2-yl)pyridin-2-yl)-4-methylbenzamide C1(CC1)C=1N=CN(C1)C=1C(=CC(=C(C(=O)NC2=NC(=CC=C2)C2=NC3=C(N2C(C)C)C=CC=C3)C1)F)C